N-[(6-Amino-2-pyridyl)sulfonyl]-5-(2-ethoxyphenyl)-2-(2,2,4-trimethylpyrrolidin-1-yl)pyridin-3-carboxamid NC1=CC=CC(=N1)S(=O)(=O)NC(=O)C=1C(=NC=C(C1)C1=C(C=CC=C1)OCC)N1C(CC(C1)C)(C)C